COC=1C=C2C(C(COC2=CC1C1=CC(=CC=C1)OC)(C)C)NC(O[C@@H]1CN2CCC1CC2)=O (S)-quinuclidin-3-yl (6-methoxy-7-(3-methoxyphenyl)-3,3-dimethylchroman-4-yl)carbamate